(5-(5-bromo-6-methylpyridin-2-yl)-3-methylisoxazol-4-yl)methyl cyclopentyl(methyl)carbamate C1(CCCC1)N(C(OCC=1C(=NOC1C1=NC(=C(C=C1)Br)C)C)=O)C